Methyl sarcosinate hydrochloride Cl.N(C)CC(=O)OC